(S)-2-(2,3-dimethoxy-1-naphthyl)-3,4,5-trimethoxybenzaldehyde COC1=C(C2=CC=CC=C2C=C1OC)C1=C(C=O)C=C(C(=C1OC)OC)OC